2-Methyl-1-[(4-[6-(trifluoromethyl)pyridin-2-yl]-6-{[2-(trifluoromethyl)pyridin-4-yl]amino}-1,3,5-triazin-2-yl)amino]propan-2-ol CC(CNC1=NC(=NC(=N1)C1=NC(=CC=C1)C(F)(F)F)NC1=CC(=NC=C1)C(F)(F)F)(C)O